NC1=NC=NN2C1=C(C=C2C2CCC(CC2)N2CCN(CC2)CC2CN(C2)C=2C=C1C(N(C(C1=CC2)=O)C2C(NC(CC2)=O)=O)=O)C2=CC=C(C=C2)OC2=CC=CC=C2 5-(3-((4-(4-(4-amino-5-(4-phenoxyphenyl)pyrrolo[2,1-f][1,2,4]triazin-7-yl)cyclohexyl)piperazin-1-yl)methyl)azetidin-1-yl)-2-(2,6-dioxopiperidin-3-yl)isoindoline-1,3-dione